ClC1=NN(C(C=C1)=O)[C@H](C(=O)[O-])CC(C)C (S)-2-(3-chloro-6-oxopyridazin-1(6H)-yl)-4-methylpentanoate